CC1=CC=C(C=C1)S(=O)(=O)N/N=C(\C)/C1=CC(=NN1COCC[Si](C)(C)C)C(=O)OC methyl 5-{(1E)-N-[(4-methylphenyl) sulfonyl] ethanehydrazonoyl}-1-{[2-(trimethylsilyl) ethoxy] methyl}-1H-pyrazole-3-carboxylate